tert-Butyl 3-(4-(benzo[d]oxazol-2-yldifluoromethoxy)-7-(thiazol-2-yl)benzo[d]oxazol-2-yl)-3,6-diazabicyclo[3.1.1]heptane-6-carboxylate O1C(=NC2=C1C=CC=C2)C(OC2=CC=C(C1=C2N=C(O1)N1CC2N(C(C1)C2)C(=O)OC(C)(C)C)C=2SC=CN2)(F)F